N-(1-(3-Benzoyl-5-fluoro-2,4-dioxo-3,4-dihydropyrimidin-1(2H)-yl)-2-(4-chloro-3-fluorophenyl)-2-oxoethyl)-3-methylbenzamide C(C1=CC=CC=C1)(=O)N1C(N(C=C(C1=O)F)C(C(=O)C1=CC(=C(C=C1)Cl)F)NC(C1=CC(=CC=C1)C)=O)=O